(R)-(2-(2-fluoropropan-2-yl)-4-methyloxazol-5-yl)(4-(4-(trifluoromethyl)pyrazolo[1,5-a]pyridin-2-yl)-6,7-dihydro-1H-imidazo[4,5-c]pyridin-5(4H)-yl)methanone FC(C)(C)C=1OC(=C(N1)C)C(=O)N1[C@H](C2=C(CC1)NC=N2)C2=NN1C(C(=CC=C1)C(F)(F)F)=C2